FC(C=1C2=CN(N=C2C(=C(C1)C1=CC=C(C=C1)CN1CCC(CC1)O)C)C(C(=O)NC=1SC=CN1)C1=C2N(C=N1)C[C@@H](C2)F)F 2-[4-(difluoromethyl)-6-[4-[(4-hydroxy-1-piperidyl)methyl]phenyl]-7-methyl-indazol-2-yl]-2-[(6R)-6-fluoro-6,7-dihydro-5H-pyrrolo[1,2-c]imidazol-1-yl]-N-thiazol-2-yl-acetamide